ClCOC(=O)N1[C@H](COC[C@H]1C)C (3S,5R)-3,5-dimethylmorpholine-4-carboxylic acid chloromethyl ester